N1(CCNCC1)C1=NC2=C(N1)C=CC(=C2)C2C(NC(CC2)=O)=O 3-(2-piperazin-1-yl-1H-benzimidazol-5-yl)piperidine-2,6-dione